2-[ETHYL(4-FORMYLPHENYL)AMINO]-N-METHYLACETAMIDE C(C)N(CC(=O)NC)C1=CC=C(C=C1)C=O